N-(2-methoxyphenyl)-[2,4'-bithiazole]-2'-amine COC1=C(C=CC=C1)NC=1SC=C(N1)C=1SC=CN1